C1(CCCCC1)N[C@@H]1[C@H](OCCC1)CC=1C=C2CN(C(C2=CC1)=O)C1C(NC(CC1)=O)=O 3-(5-(((2R,3S)-3-(cyclohexylamino)tetrahydro-2H-pyran-2-yl)methyl)-1-oxoisoindolin-2-yl)piperidine-2,6-dione